C(#N)C1(N(CCC2=CC=CC=C12)C)C1=CC=C(C=C1)Cl 1-cyano-2-methyl-1-(4-chlorophenyl)-1,2,3,4-tetrahydroisoquinoline